8-Chloro-N-(3-(1-(trifluoromethyl)cyclopropyl)phenyl)quinolin-2-amine ClC=1C=CC=C2C=CC(=NC12)NC1=CC(=CC=C1)C1(CC1)C(F)(F)F